[O-][N+]=1NN=C2C1C=CC=C2 1-oxidobenzotriazole